m-(1-isopropoxy-1-methylethoxy)-styrene C(C)(C)OC(C)(OC=1C=C(C=C)C=CC1)C